(trans)-methyl 4-(2-chloro-3,4-difluorophenyl)-6-(4-((2-methoxy-2-oxoethyl)amino)cyclohexyl)-2-(thiazol-2-yl)-1,4-dihydropyrimidine-5-carboxylate ClC1=C(C=CC(=C1F)F)C1N=C(NC(=C1C(=O)OC)[C@@H]1CC[C@H](CC1)NCC(=O)OC)C=1SC=CN1